C(C)(=O)N1CCC2(CN(C2)C2=C(CN3CCN(CC3)C(=O)OC(C(F)(F)F)C(F)(F)F)C=CC(=C2)Cl)CC1 1,1,1,3,3,3-Hexafluoropropan-2-yl 4-(2-(7-acetyl-2,7-diazaspiro[3.5]nonan-2-yl)-4-chlorobenzyl)piperazine-1-carboxylate